2-amino-N-(3-fluoro-4-(hydroxymethyl)benzyl)-3-methyl-N-((5-(trifluoromethyl)-2-pyridinyl)methyl)-6-quinolinecarboxamide NC1=NC2=CC=C(C=C2C=C1C)C(=O)N(CC1=NC=C(C=C1)C(F)(F)F)CC1=CC(=C(C=C1)CO)F